2,4,6-tris(dimethylaminomethyl)phenol trioleate C(CCCCCCC\C=C/CCCCCCCC)(=O)O.C(CCCCCCC\C=C/CCCCCCCC)(=O)O.C(CCCCCCC\C=C/CCCCCCCC)(=O)O.CN(C)CC1=C(C(=CC(=C1)CN(C)C)CN(C)C)O